tert-Butyl (3S)-3-[(1R)-2-[[3-[(1-acetylazetidin-3-yl)amino]-5-(1-piperidyl)benzoyl]amino]-1-hydroxy-ethyl]-7-hydroxy-3,4-dihydro-1H-isoquinoline-2-carboxylate C(C)(=O)N1CC(C1)NC=1C=C(C(=O)NC[C@@H](O)[C@H]2N(CC3=CC(=CC=C3C2)O)C(=O)OC(C)(C)C)C=C(C1)N1CCCCC1